CSC=1N=C(C=2N(C(C=3C=CC=CC3C2N1)=O)C1=CC=CC=C1)C1=CC=CC=C1 2-Methylsulfanyl-4,5-diphenylpyrimido[5,4-c]isoquinolin-6-one